N,N'-bisstearylisophthalamide C(CCCCCCCCCCCCCCCCC)NC(C1=CC(C(=O)NCCCCCCCCCCCCCCCCCC)=CC=C1)=O